BrC=1C=NN(C1C)[C@@H]1CN(CCC1)C(=O)OC(C)(C)C tert-Butyl (3S)-3-(4-bromo-5-methyl-pyrazol-1-yl)piperidine-1-carboxylate